(22,28-Difluoro-3,6,10,10-tetramethyl-12,12-dioxo-24-oxa-12λ6-thia-3,4,19,30-tetrazapentacyclo[23.3.1.12,5.015,23.016,20]triaconta-1(29),2(30),4,15,17,20,22,25,27-nonaen-6-yl)phenol FC=1C=C2NC=CC2=C2CCS(CC(CCCC(C3=NN(C(C=4C(=CC=C(OC12)C4)F)=N3)C)(C)C3=C(C=CC=C3)O)(C)C)(=O)=O